ClC1=CC(=NC=C1)N1CCN(C2=CC=CC=C12)C(=O)OC(C)(C)C tert-butyl 4-(4-chloropyridin-2-yl)-3,4-dihydroquinoxaline-1(2H)-carboxylate